FC=1C=C2C=C3C(=NC2=C(C1)[C@@H](C)N[S@](=O)C(C)(C)C)N1[C@H](CO3)COCC1 (R)-N-((R)-1-((S)-9-fluoro-1,2,4a,5-tetrahydro-4H-[1,4]oxazino[4',3':4,5][1,4]oxazino[3,2-b]quinolin-11-yl)ethyl)-2-methylpropane-2-sulfinamide